C1(CCCC1)N1N=C2C=C(C(=CC2=C1)NC(=O)C=1N=C(OC1)C1=CC(=NC=C1)C)N1CCOCC1 N-(2-cyclopentyl-6-morpholino-2H-indazol-5-yl)-2-(2-methylpyridin-4-yl)oxazole-4-carboxamide